1-(4-((6-amino-5-cyanopyrimidin-4-yl)oxy)-2-methylphenyl)-3-(3-(tert-butyl)-1-(4-(dimethylamino)phenyl)-1H-pyrazol-5-yl)urea NC1=C(C(=NC=N1)OC1=CC(=C(C=C1)NC(=O)NC1=CC(=NN1C1=CC=C(C=C1)N(C)C)C(C)(C)C)C)C#N